3-dimethylaminopropyldimethoxymethylsilane CN(CCC[SiH2]C(OC)OC)C